CN1C(=CC(=C1)NC(=O)C=1N(C=C(N1)NC(CCNC(=O)C=1N(C=C(C1)NC(=O)C=1N(C=CN1)C)C)=O)C)C(=O)NCCCC(=O)OC methyl 4-([1-methyl-4-[1-methyl-4-(3-[[1-methyl-4-(1-methylimidazole-2-amido)pyrrol-2-yl]formamido]propanamido)imidazole-2-amido]pyrrol-2-yl]formamido)butanoate